FC(C=1C=C(OCC2CN(C2)C(=O)O)C=CC1)(F)F 3-{[3-(trifluoromethyl)phenoxy]methyl}azetidine-1-carboxylic acid